N-((4-(methylsulfonyl)-3-(4-(trifluoromethyl)phenyl)-4,5,6,7-tetrahydropyrazolo[1,5-a]pyrimidin-6-yl)methyl)acrylamide CS(=O)(=O)N1C=2N(CC(C1)CNC(C=C)=O)N=CC2C2=CC=C(C=C2)C(F)(F)F